phenyl-iminoaniline C1(=CC=CC=C1)C1=C(N=N)C=CC=C1